4-[3-[(4-methoxyphenyl)methyl]-2,4-dioxohexahydro-pyrimidin-1-yl]benzaldehyde COC1=CC=C(C=C1)CN1C(N(CCC1=O)C1=CC=C(C=O)C=C1)=O